C1(CC1)C([C@@H](C=1N=C2N(N=C(C=C2)CC2C(NCC(C2)=O)=O)C1)NC(=O)C1=CC=NN1CC)C1CC1 N-((1S)-2,2-dicyclopropyl-1-(6-((2,5-dioxopiperidin-3-yl)methyl)imidazo[1,2-b]pyridazin-2-yl)ethyl)-1-ethyl-1H-pyrazole-5-carboxamide